2-{4-[methyl-(4-morpholin-4-yl-phenyl)-amino]-phenoxy}-pyrido[3,4-d]pyrimidin-4-ol CN(C1=CC=C(OC=2N=C(C3=C(N2)C=NC=C3)O)C=C1)C1=CC=C(C=C1)N1CCOCC1